4-methyldec-3-en-5-one CC(=CCC)C(CCCCC)=O